C1(=CC=CC=C1)C(N1CC(C1)S(=O)(=O)C)C1=CC=CC=C1 1-(diphenylmethyl)-3-methanesulfonylazetidine